ClC1=C(C=CC(=C1)Cl)S(=O)(=O)N1C[C@]([C@H](C1)S(=O)(=O)C1=CC(=C(C=C1)Cl)Cl)(O)CO (3S,4S)-1-((2,4-dichlorophenyl)sulfonyl)-4-((3,4-dichlorophenyl)sulfonyl)-3-(hydroxymethyl)pyrrolidin-3-ol